N-((1R,2S)-2-acrylamidocyclopentyl)-5-(4-methyl-6-(pyrimidin-2-yloxy)pyridin-3-yl)-4-oxo-4,5-dihydro-3H-1-thia-3,5,8-triazaacenaphthylene-2-carboxamide C(C=C)(=O)N[C@@H]1[C@@H](CCC1)NC(=O)C=1SC=2N=CC=C3N(C(NC1C23)=O)C=2C=NC(=CC2C)OC2=NC=CC=N2